C(=O)(O)CN1N=CC(=C1)CN1C2=C(C(=C(C1=O)O)C(=O)O)SC=C2 4-{[1-(carboxymethyl)-1H-pyrazol-4-yl]methyl}-6-hydroxy-5-oxo-4,5-dihydrothieno[3,2-b]pyridine-7-carboxylic acid